1-methyl-5-(5-(4-phenylpiperazine-1-carbonyl)-2-propoxyphenyl)-3-propyl-1,6-dihydro-7H-pyrazolo[4,3-d]pyrimidin-7-one CN1N=C(C=2N=C(NC(C21)=O)C2=C(C=CC(=C2)C(=O)N2CCN(CC2)C2=CC=CC=C2)OCCC)CCC